3-(N-(3'-cyano-4-(trifluoromethyl)-[1,1'-biphenyl]-2-yl)sulfamoyl)-4-methoxybenzoic acid C(#N)C=1C=C(C=CC1)C1=C(C=C(C=C1)C(F)(F)F)NS(=O)(=O)C=1C=C(C(=O)O)C=CC1OC